N-((3,4-dimethoxypyridin-2-yl)methyl)-5-(4-(5-(((4-(trifluoromethyl)pyridin-2-yl)methyl)carbamoyl)-1,3,4-thiadiazol-2-yl)butyl)-1,3,4-thiadiazole-2-carboxamide COC=1C(=NC=CC1OC)CNC(=O)C=1SC(=NN1)CCCCC=1SC(=NN1)C(NCC1=NC=CC(=C1)C(F)(F)F)=O